ClCC(=O)NCCNCCNC(CCl)=O N,N''-di(chloroacetyl)-diethylenetriamine